2-(4-bromophenyl)malonic acid dimethyl ester COC(C(C(=O)OC)C1=CC=C(C=C1)Br)=O